CCCCCCCCCCCCCCCCCCCCCC(=O)O[C@H](COC(=O)CCCCCCC/C=C\CCCCCCC)COP(=O)(O)OC[C@H](CO)O 1-(9Z-heptadecenoyl)-2-docosanoyl-glycero-3-phospho-(1'-sn-glycerol)